9-aminomethyl-stearic acid NCC(CCCCCCCC(=O)O)CCCCCCCCC